(1S,2R)-2-((S)-5-Chloro-8-((4-methylisoxazol-5-yl)methoxy)-1-((2-oxopyrrolidin-1-yl)methyl)-1,2,3,4-tetrahydroisochinolin-2-carbonyl)-1-methylcyclohexan ClC1=C2CCN([C@@H](C2=C(C=C1)OCC1=C(C=NO1)C)CN1C(CCC1)=O)C(=O)[C@H]1[C@H](CCCC1)C